7-(3,4-difluoro-5-methoxyphenyl)-5-ethyl-5,6,7,8-tetrahydro-2,7-naphthyridine-3-carboxylic acid FC=1C=C(C=C(C1F)OC)N1CC(C=2C=C(N=CC2C1)C(=O)O)CC